azetidin-1-yl(4-(3-(1-methyl-1H-pyrazol-3-yl)phenyl)-2-morpholino-6-(pyridin-4-ylamino)pyrimidin-5-yl)methanone N1(CCC1)C(=O)C=1C(=NC(=NC1NC1=CC=NC=C1)N1CCOCC1)C1=CC(=CC=C1)C1=NN(C=C1)C